ClC=1C(=NC(=NC1)N[C@H]1CN(CC1)CCC1(CCNCC1)O)C1=CNC2=CC=CC=C12 (R)-4-(2-(3-((5-chloro-4-(1H-indol-3-yl)pyrimidin-2-yl)amino)pyrrolidin-1-yl)ethyl)piperidin-4-ol